C(C)C1(CS(C2=C(N(C1)C1=CC=CC=C1)C=C(C(=C2)OC)I)(=O)=O)CC 3,3-diethyl-7-iodo-8-methoxy-5-phenyl-2,3,4,5-tetrahydro-1,5-benzothiazepine 1,1-dioxide